C1(=CC(=CC=C1)S[Ni-])C (m-tolylsulfanyl)nickel (0)